(4-pentenyl)(7-octenyl)dichlorosilane C(CCC=C)[Si](Cl)(Cl)CCCCCCC=C